N(1)-methyl-uracil CN1C(=O)NC(=O)C=C1